NCC(CCCCN)CCCN 5-Aminomethyl-1,8-octan-diamin